Bis[2-(4-azidosalicylamido)ethyl] disulphide N(=[N+]=[N-])C=1C=C(C(C(=O)NCCSSCCNC(C=2C(O)=CC(=CC2)N=[N+]=[N-])=O)=CC1)O